1-tert-butyl 4-methyl 3-bromo-5,6-dihydro-2H-pyridine-1,4-dicarboxylate BrC=1CN(CCC1C(=O)OC)C(=O)OC(C)(C)C